Ethyl (E)-(3-(benzo[d][1,3]dioxol-5-yl)acryloyl)-L-phenylalaninate O1COC2=C1C=CC(=C2)/C=C/C(=O)N[C@@H](CC2=CC=CC=C2)C(=O)OCC